Tert-butyl ((S)-2-((4-((5-methyl-6-oxo-5,7-diazaspiro[3.4]octan-7-yl)methyl)pyridin-2-yl)amino)-1-((1r,4S)-4-methylcyclohexyl)-2-oxoethyl)carbamate CN1C2(CCC2)CN(C1=O)CC1=CC(=NC=C1)NC([C@H](C1CCC(CC1)C)NC(OC(C)(C)C)=O)=O